Lauryldimethyl-ammonium chlorid [Cl-].C(CCCCCCCCCCC)[NH+](C)C